C(C1=CC=CC=C1)(=O)C1=CC=C(C=C1)SC1=CC=C(C=C1)C(C(C)(S(=O)(=O)C1=CC=C(C=C1)C)C)=O 1-[4-(4-benzoylphenylmercapto)phenyl]-2-methyl-2-(4-methylphenylsulfonyl)-1-propanone